tert-butyl 4-(4-(tosyloxy)butyl)-6-azaspiro[2.5]octane-6-carboxylate S(=O)(=O)(C1=CC=C(C)C=C1)OCCCCC1C2(CC2)CCN(C1)C(=O)OC(C)(C)C